1,1,1,3,3,3-hexafluoropropan-2-yl (+)-1-((1-methylpiperidin-4-yl)carbamoyl)-6-azaspiro[2.5]octane-6-carboxylate CN1CCC(CC1)NC(=O)C1CC12CCN(CC2)C(=O)OC(C(F)(F)F)C(F)(F)F